O[C@H](C)[C@H]1N(C\C(\C1)=N/OC)C(=O)C1=CC=C(C2=C1OCO2)C=2C(=C(C#N)C=CC2)C (S,Z)-3-(7-(2-((R)-1-hydroxyethyl)-4-(methoxyimino)pyrrolidine-1-carbonyl)benzo[d][1,3]dioxol-4-yl)-2-methylbenzonitrile